N-(4-(4-amino-7-cyano-3-(3-methoxy-4-((4-methylpyrimidin-2-yl)oxy)phenyl)-1-methyl-1H-pyrrolo[3,2-c]pyridin-2-yl)phenyl)acrylamide NC1=NC=C(C2=C1C(=C(N2C)C2=CC=C(C=C2)NC(C=C)=O)C2=CC(=C(C=C2)OC2=NC=CC(=N2)C)OC)C#N